FC(C1(CC1)C(=O)O)(F)F 1-(trifluoromethyl)-1-cyclopropanecarboxylic acid